O1C(=CC=C1C(=O)O)C(=O)O.NCCCCCN pentamethylenediamine 2,5-furandicarboxylate